ClC1=C2C[C@H](OC(C2=C(C(=C1)C(=O)N[C@H](C(=O)OCC)CC1=CC=CC=C1)O)=O)C ethyl (2S)-2-[[(3R)-5-chloro-8-hydroxy-3-methyl-1-oxo-3,4-dihydroisochromene-7-carbonyl]amino]-3-phenylpropanoate